CN(C(=O)C1=CC=2C(=NC=C(C2)[N+](=O)[O-])N1)C N,N-dimethyl-5-nitro-1H-pyrrolo[2,3-b]pyridine-2-carboxamide